3-(4-(3-(N-Methylsulfamoyl)piperidin-1-yl)pyrimidin-2-yl)imidazo[1,2-a]pyrazine-6-carboxamide CNS(=O)(=O)C1CN(CCC1)C1=NC(=NC=C1)C1=CN=C2N1C=C(N=C2)C(=O)N